4-([[3-(2,2-dimethylpropyl)-1,2-oxazol-5-yl]carbamoyl]methyl)benzoic acid CC(CC1=NOC(=C1)NC(=O)CC1=CC=C(C(=O)O)C=C1)(C)C